FC(CO)(CN1[C@@H](C=2NC3=CC=C(C=C3C2C[C@H]1C)F)C1=C(C(=CC=C1OC)OCCNCCCF)F)F 2,2-difluoro-3-((1R,3R)-6-fluoro-1-(2-fluoro-3-(2-((3-fluoropropyl)amino)ethoxy)-6-methoxyphenyl)-3-methyl-1,3,4,9-tetrahydro-2H-pyrido[3,4-b]indol-2-yl)propan-1-ol